C1(CC1)C([C@@H](C(=O)NC1=CC=C(C=C1)C=1C(=NNC1C)C)NC(=O)C=1C(=NOC1)CC)C1CC1 N-[(1S)-1-(dicyclopropylmethyl)-2-[4-(3,5-dimethyl-1H-pyrazol-4-yl)anilino]-2-oxo-ethyl]-3-ethyl-isoxazole-4-carboxamide